N=1C=NN2C1C=C(C=C2)C2=CNC=1N=C(N=C(C12)OC)NC1CCC(CC1)(O)CC 4-((5-([1,2,4]triazolo[1,5-a]pyridin-7-yl)-4-methoxy-7H-pyrrolo[2,3-d]pyrimidin-2-yl)amino)-1-ethylcyclohexan-1-ol